Cl.FC1=C(C=CC2=C1CCCC[C@H]2N)C2=NC=NN1C2=CC=C1 (R)-1-fluoro-2-(pyrrolo[2,1-f][1,2,4]triazin-4-yl)-6,7,8,9-tetrahydro-5H-benzo[7]annulen-5-amine hydrochloride